CC=1N(C(=CN1)[N+](=O)[O-])CCOCC#C 2-Methyl-5-nitro-1-(2-(prop-2-yn-1-yloxy)ethyl)-1H-imidazole